3-chloro-6-[5-fluoro-2-(methoxymethoxy)-4-[1-(oxan-2-yl)pyrazol-4-yl]phenyl]pyridazine ClC=1N=NC(=CC1)C1=C(C=C(C(=C1)F)C=1C=NN(C1)C1OCCCC1)OCOC